1-(1,3-benzodioxol-5-yl)-3-(6-fluoropyridin-2-yl)propane-1,3-dione O1COC2=C1C=CC(=C2)C(CC(=O)C2=NC(=CC=C2)F)=O